BrC1=CC=C(C=C1)C1(CCCCC1)NCC1CCC(N1)=O 5-[[[1-(4-bromophenyl)cyclohexyl]amino]methyl]-2-pyrrolidone